ClC=1C(=CC(=C(C1)NC1=NC=NC2=CC(=C(C=C12)NC1CCN(CC1)C(C=C)=O)OC)OC)OC1=CC(=CC=C1)F 1-(4-((4-((5-chloro-4-(3-fluorophenoxy)-2-methoxyphenyl)amino)-7-methoxyquinazolin-6-yl)amino)piperidin-1-yl)prop-2-en-1-one